(S)-2-(methyl-d3)pentanoic acid C([C@H](C(=O)O)CCC)([2H])([2H])[2H]